4-(2-methoxypropan-2-yl)benzene-1-sulfonyl chloride COC(C)(C)C1=CC=C(C=C1)S(=O)(=O)Cl